N-[3-Chloro-4-(pyrrolidin-3-ylcarbamoyl)phenyl]-5-(2,3-difluoro-4-methoxyphenyl)-1-methylimidazol-2-carboxamid ClC=1C=C(C=CC1C(NC1CNCC1)=O)NC(=O)C=1N(C(=CN1)C1=C(C(=C(C=C1)OC)F)F)C